phthaloyl chloride C(C=1C(C(=O)Cl)=CC=CC1)(=O)Cl